8-(N-(3-(dimethylamino)propyl)-8-oxo-8-((2-pentyloxy)oxy)-octanoylamino)-octadecenoic acid 2-hexyldecyl ester C(CCCCC)C(COC(C=CCCCCC(CCCCCCCCCC)N(CCCN(C)C)C(CCCCCCC(OOC(C)CCC)=O)=O)=O)CCCCCCCC